NC=1N=CC2=CC(=CC(=C2C1)C1=C(C=CC=C1C)Cl)NC1CN(C1)C(=O)OC(C)(C)C tert-butyl 3-[[3-amino-5-(2-chloro-6-methyl-phenyl)-7-isoquinolyl]amino]azetidine-1-carboxylate